ClC1=CC(=C(C=C1)NC(CSC1=CC=C(C=C1)N1C(=NC2=CC=CC(=C2C1=O)OC)C)=O)F N-(4-chloro-2-fluorophenyl)-2-((4-(5-methoxy-2-methyl-4-oxo-quinazolin-3(4H)-yl)phenyl)thio)acetamide